N-hydroxyethylmethacrylamide OCCNC(C(=C)C)=O